6-chloro-N-(3-methyl-4-((3-methylimidazo[1,2-a]pyridin-7-yl)oxy)phenyl)pyrido[3,2-d]pyrimidin-4-amine ClC=1C=CC=2N=CN=C(C2N1)NC1=CC(=C(C=C1)OC1=CC=2N(C=C1)C(=CN2)C)C